FC(C(=O)C1=CC=CC=C1)C1=CC=CC=C1 fluoro-2-phenyl-acetophenone